FC1=C(C(=CC=C1)F)S(=NC(C1=CC=C(C=C1)C1=NOC(=N1)C(F)(F)F)=O)(=O)C N-((2,6-difluorophenyl)(methyl)(oxo)-λ6-sulfaneylidene)-4-(5-(trifluoromethyl)-1,2,4-oxadiazol-3-yl)benzamide